BrC=1SC=C(N1)C(=O)NC=1C(=NN(C1)C)C(F)(F)F 2-bromo-N-(1-methyl-3-(trifluoromethyl)-1H-pyrazol-4-yl)thiazole-4-carboxamide